NC1CCC(CC1)NC1=NC2=C(C=C(C=C2C=N1)C1=CC=C(C=N1)NS(=O)(=O)C1=C(C=CC=C1)Cl)CC N-(6-(2-(((1r,4r)-4-aminocyclohexyl)amino)-8-ethylquinazolin-6-yl)pyridin-3-yl)-2-chlorobenzene-sulfonamide